(3-cyano-2-fluorophenyl)-3-(6-methylpyridin-3-yl)urea C(#N)C=1C(=C(C=CC1)NC(=O)NC=1C=NC(=CC1)C)F